6-hydroxyquinoline-4-carboxylate OC=1C=C2C(=CC=NC2=CC1)C(=O)[O-]